BrC1=CC=C(C=C1)N1N=C(C(=C1)[C@@H]1O[C@H](C(N1CCC1=CC(=C(C=C1)N)N)=O)C)C1=CC=C(C=C1)F (2s,5s)-2-(1-(4-bromophenyl)-3-(4-fluorophenyl)-1H-pyrazol-4-yl)-3-(3,4-diaminophenethyl)-5-methyl-oxazolidin-4-one